C(C)(C)(C)O[Si](OCC)(OCC)OCC t-butoxytriethoxysilane